3-methyl-1-phenyl-pyrazole-4-carbonitrile CC1=NN(C=C1C#N)C1=CC=CC=C1